(2E)-4-bromo-N,N-dimethylbut-2-enamide BrC/C=C/C(=O)N(C)C